(3R,6S)-5-(6-(benzyloxy)pyrimidin-4-yl)-7-(difluoromethoxy)-2-methyl-3,6-dihydro-3,6-methanobenzo[c]azocin-1(2H)-one C(C1=CC=CC=C1)OC1=CC(=NC=N1)C=1[C@H]2C3=C(C(N([C@@H](C1)C2)C)=O)C=CC=C3OC(F)F